(1r,4r)-4-((3-(4-(2-(2-aminopyridin-3-yl)-6-(1H-pyrazol-1-yl)-1H-benzo[d]imidazol-1-yl)phenyl)azetidin-1-yl)methyl)cyclohexane-1-carboxylic acid NC1=NC=CC=C1C1=NC2=C(N1C1=CC=C(C=C1)C1CN(C1)CC1CCC(CC1)C(=O)O)C=C(C=C2)N2N=CC=C2